OCC=1C=C(C=CC1)C1=NN2C(CN(CC2)C(C=C)=O)=C1C1=CC=NC=C1 1-{2-[3-(hydroxymethyl)phenyl]-3-(pyridin-4-yl)-6,7-dihydropyrazolo[1,5-a]pyrazin-5(4H)-yl}prop-2-en-1-one